BrC1=CC=C(C=C1)[C@H]1C2=C(N(C([C@H]1NC(C1=CC(=CC=C1)C(F)(F)F)=O)=O)CC)N(N=C2C)C2=CC=CC=C2 N-[(4S,5S)-4-(4-bromophenyl)-7-ethyl-3-methyl-6-oxo-1-phenyl-1H,4H,5H,6H,7H-pyrazolo[3,4-b]pyridin-5-yl]-3-(trifluoromethyl)benzamide